ClC1=C(C=CC=C1Cl)C1=C(C(=C(C(=C1)F)F)F)F 2',3'-dichloro-2,3,4,5-tetrafluorobiphenyl